FC(OC1=CC=C(C=C1)C1=CN=C2N1C=CN=C2NC2=CC(=C(C=C2)C(=O)N2CCN(CC2)C(=O)C2[C@H]1CNC[C@@H]21)C)F |r| [4-[[3-[4-(difluoromethoxy)phenyl]imidazo[1,2-a]pyrazin-8-yl]amino]-2-methylphenyl]-[4-[rac-(1R,5S)-3-azabicyclo[3.1.0]hexane-6-carbonyl]piperazin-1-yl]methanone